(R)-3-decanoyloxytetradecanoic acid C(CCCCCCCCC)(=O)O[C@@H](CC(=O)O)CCCCCCCCCCC